N1=CC(=CC=C1)S(=O)(=O)NC1=C(C(=O)NC23CC(C2)(C3)C(F)(F)F)C=CC(=C1)C(F)(F)F 2-(pyridine-3-sulfonamido)-4-(trifluoromethyl)-N-(3-(trifluoromethyl)bicyclo[1.1.1]pentan-1-yl)benzamide